copper chromium beryllium zirconium [Zr].[Be].[Cr].[Cu]